((3aR,4R,6R,6aS)-6-amino-2,2-dimethyltetrahydro-4H-cyclopenta[d][1,3]dioxol-4-yl)(3,4-difluorophenyl)methanol N[C@@H]1C[C@@H]([C@@H]2[C@H]1OC(O2)(C)C)C(O)C2=CC(=C(C=C2)F)F